ClC=1C(=C(CN2[C@@H](C[C@@](CC2)(C(=O)O)CC2=NC(=CN=C2F)NC2=NNC(=C2)C)CC)C=CC1)F (2R,4R)-1-(3-chloro-2-fluorobenzyl)-2-ethyl-4-((3-fluoro-6-((5-methyl-1H-pyrazol-3-yl)amino)-pyrazin-2-yl)methyl)piperidine-4-carboxylic acid